N-[rac-(2R,3R)-3-isopropyl-2-bicyclo[2.2.1]hept-5-enyl]acetamide C(C)(C)[C@H]1[C@@H](C2C=CC1C2)NC(C)=O |r|